1-(tert-butoxy)propan-2-one C(C)(C)(C)OCC(C)=O